CN1N=CC=2C1=NC(=CC2N2CC1=C(CC2)N(N=C1C)CC12CCC(CC1)(CC2)N2C[C@H](CC2)O)C (S)-1-(4-((5-(1,6-dimethyl-1H-pyrazolo[3,4-b]pyridin-4-yl)-3-methyl-4,5,6,7-tetrahydro-1H-pyrazolo[4,3-c]pyridin-1-yl)methyl)bicyclo[2.2.2]oct-1-yl)pyrrolidin-3-ol